4-bromo-3,3-dimethyl-1H-pyrrolo[2,3-b]pyridin-2-one BrC1=C2C(=NC=C1)NC(C2(C)C)=O